BrC1=CC=C(C=C1)C1(COC1)C(=O)NC1=CC=C(C=C1)F 3-(4-bromophenyl)-N-(4-fluorophenyl)oxetane-3-carboxamide